FC1=C(C(=CC=C1C(=O)C1=CNC2=NC=C(C=C21)C=2C=NC(=NC2)N2CCCCC2)F)NS(=O)(=O)CCC(F)(F)F N-(2,6-difluoro-3-(5-(2-(piperidin-1-yl)pyrimidin-5-yl)-1H-pyrrolo[2,3-b]pyridine-3-carbonyl)phenyl)-3,3,3-trifluoropropane-1-sulfonamide